C(C)C(CN1C2=CC=C(C=C2C=2C=C(C=CC12)C=O)C=O)CCCC 9-(2-ethylhexyl)-9H-carbazole-3,6-dicarbaldehyde